4-amino-5-((2-cyclopropyl-4,6-difluorobenzo[d]thiazol-5-yl)ethynyl)-6,8-dimethyl-8,9-dihydropyrazino[1',2':1,5]pyrrolo[2,3-d]pyrimidine-7(6H)-carboxylic acid tert-butyl ester C(C)(C)(C)OC(=O)N1C(C2=C(C3=C(N=CN=C3N)N2CC1C)C#CC=1C(=CC2=C(N=C(S2)C2CC2)C1F)F)C